palmitoleyl hexatriacontanoate C(CCCCCCCCCCCCCCCCCCCCCCCCCCCCCCCCCCC)(=O)OCCCCCCCC\C=C/CCCCCC